FC1=C(C(=CC(=C1)OC)F)C1(CC1)C(=O)O 1-(2,6-difluoro-4-methoxyphenyl)cyclopropane-1-carboxylic acid